[(2R,6R)-6-(2,4-dioxopyrimidin-1-yl)-2-(triisopropylsilyloxymethyl)-1,4-dioxan-2-yl]methyl benzoate C(C1=CC=CC=C1)(=O)OC[C@@]1(O[C@H](COC1)N1C(NC(C=C1)=O)=O)CO[Si](C(C)C)(C(C)C)C(C)C